CC1(CCN(CC1)[C@@H]1[C@@H](CCC1)OC=1C=C2CN(C(C2=CC1)=O)C1C(NC(CC1)=O)=O)C 3-(5-(((1R,2S)-2-(4,4-dimethylpiperidin-1-yl)cyclopentyl)oxy)-1-oxoisoindolin-2-yl)piperidine-2,6-dione